C(CC)N1C(N(C=2N=CN(C2C1=O)C)C)=O 1-propyl-3,7-dimethylpurine-2,6-dione